[Si](C)(C)(C(C)(C)C)OC1CCN(CC1)C=1C(=NC=CC1)C(=O)NC=1SC=C(N1)C1=C(C=CC=C1)COC (4-((tert-butyldimethylsilyl)oxy)piperidin-1-yl)-N-(4-(2-(methoxymethyl)phenyl)thiazol-2-yl)picolinamide